N-(5-(3-methyl-2,6-dioxopiperidin-3-yl)pyridin-2-yl)acetamide hydrochloride Cl.CC1(C(NC(CC1)=O)=O)C=1C=CC(=NC1)NC(C)=O